[(1R,2S)-2-[[4-[1-(benzenesulfonyl)-6-(3,5-dimethylisoxazol-4-yl)pyrrolo[2,3-b]pyridin-3-yl]-5-(trifluoromethyl)pyrimidin-2-yl] amino]cyclopentyl]methanesulfonate C1(=CC=CC=C1)S(=O)(=O)N1C=C(C=2C1=NC(=CC2)C=2C(=NOC2C)C)C2=NC(=NC=C2C(F)(F)F)N[C@@H]2[C@@H](CCC2)CS(=O)(=O)[O-]